C(C)OC(=O)C=1C(OC2=C(C1)C=C(C=C2C(=O)O)F)C(F)(F)F 6-Fluoro-8-carboxy-2-trifluoromethyl-2H-benzopyran-3-carboxylic acid ethyl ester